C(C(=C)C)(=O)O.CCCCCCCCCCCCCCCCCC(CCCC)OC(CCCCCCCCCCCCCCCCC)CCCC 18-docosyl ether methacrylate